ethyl-(p-toluenesulfonic acid) C(C)CC1=CC=C(C=C1)S(=O)(=O)O